(S)-N4-(1-(1-(2-(Bicyclo[1.1.1]pentan-1-ylamino)-2-oxoethyl)-2-oxo-1,2-dihydropyridin-3-ylamino)-6-(methylamino)-1,5,6-trioxohexan-2-yl)-1H-pyrrol-2,4-dicarboxamid C12(CC(C1)C2)NC(CN2C(C(=CC=C2)NC([C@H](CCC(C(=O)NC)=O)NC(=O)C=2C=C(NC2)C(=O)N)=O)=O)=O